COCCOC=1C=C2C=C(N(C2=CC1)C)C(=O)[O-] 5-(2-methoxyethoxy)-1-methyl-1H-indole-2-carboxylate